5-chloro-2-(2-[3-(difluoromethyl)-5-isoxazolyl]-3-bromophenoxy)pyrimidine ClC=1C=NC(=NC1)OC1=C(C(=CC=C1)Br)C1=CC(=NO1)C(F)F